tert-butyl 3-[6-chloro-5-fluoro-3,4-dimethyl-8-(1-methylpyrazol-4-yl)oxy-2,7-naphthyridin-1-yl]-3,8-diazabicyclo[3.2.1]octane-8-carboxylate ClC=1C(=C2C(=C(N=C(C2=C(N1)OC=1C=NN(C1)C)N1CC2CCC(C1)N2C(=O)OC(C)(C)C)C)C)F